2-chloro-4-[(thiazol-2-ylmethyl)amino]pyrimidin-5-carboxamide ClC1=NC=C(C(=N1)NCC=1SC=CN1)C(=O)N